FC1=C(N=C(C2=C1N=C(N=C2)SC)N2[C@H](CC2)C)C2=CC(=CC1=CC=C(C(=C21)C#C[Si](C(C)C)(C(C)C)C(C)C)F)OCOC (S)-8-fluoro-7-(7-fluoro-3-(methoxymethoxy)-8-((triisopropylsilyl)ethynyl)naphthalen-1-yl)-5-(2-methylazetidin-1-yl)-2-(methylthio)pyrido[4,3-d]pyrimidine